C(#N)C=1C=C(C(=O)NC[C@H]2CCC[C@H]3[C@@H]4CC[C@@H]5C[C@](CC[C@@H]5[C@H]4CC[C@]23C)(C)O)C=CC1 3-cyano-N-(((1S,4aS,4bR,6aR,8R,10aS,10bR,12aS)-8-hydroxy-8,12a-dimethyloctadecahydrochrysen-1-yl)methyl)benzamide